N1C2(CCC1)C(NC1=CC=CC=C12)=O spiro[3H-indol-3,2'-pyrrolidin]-2(1H)-one